5-(4-cyanophenyl)-3-(trifluoromethyl)-1H-pyrazole-4-carbonitrile C(#N)C1=CC=C(C=C1)C1=C(C(=NN1)C(F)(F)F)C#N